Cl.FC1=C(C(=CC=C1)C)N1N=C2C(=CC1=O)NN=C2C2=CC=C1CCNCC1=C2 5-(2-fluoro-6-methylphenyl)-3-(1,2,3,4-tetrahydroisoquinolin-7-yl)-1H-pyrazolo[4,3-c]pyridazin-6(5H)-one hydrochloride